CC(C[C@@H](C(=O)N1CCC(CC1)CC=1N(C=CN1)C)N1C([C@@H](N(CC1)CCOC)CC(C)C)=O)C (S)-1-[(S)-3-Methyl-1-({4-[(1-methyl-1H-imidazol-2-yl)methyl]-1-piperidyl}carbonyl)butyl]-3-isobutyl-4-(2-methoxyethyl)-2-piperazinone